i-undecyl acrylate C(C=C)(=O)OCCCCCCCCC(C)C